COC(CN1C(C2=CC(=CC=C2C(=N1)C(F)F)Br)=O)=O.FC(OC1=CC=C(C=C1)C(C=CC1=C(C(=C(C(=C1)C)C(=O)O)C)OC(C)C)=O)(F)F 1-[4-trifluoromethoxyphenyl]-3-[3,5-dimethyl-4-carboxydimethylmethoxyphenyl]prop-2-en-1-one methyl-2-(7-bromo-4-(difluoromethyl)-1-oxophthalazin-2(1H)-yl)acetate